CCCCCCCCCCCCCCCCCCCCCC(=O)OC[C@H](COP(=O)([O-])OCC[N+](C)(C)C)OC(=O)CCCC/C=C\C/C=C\C/C=C\CCCCC 1-docosanoyl-2-(6Z,9Z,12Z-octadecatrienoyl)-glycero-3-phosphocholine